BrC1=C(C2=C(C(=N1)C)C=CO2)Br 6,7-dibromo-4-methylfuro[3,2-c]pyridine